C(C)(C)(C)C1=CC=C(C=C1)C1(C2=CC=CC=C2C=2C=CC(=CC12)N)C1=CC=C(C=C1)C(C)(C)C (E)-9,9-bis(4-tert-butylphenyl)-9H-fluoren-2-amine